cis-2-amino-5,7-difluoro-1,1a,2,8b-tetrahydrobenzo[b]cycloprop[d]azepin-3(4H)-one NC1C2C(C3=C(NC1=O)C(=CC(=C3)F)F)C2